[4-(3,6-dibromo-9H-carbazole-9-yl)butyl]phosphoric acid BrC=1C=CC=2N(C3=CC=C(C=C3C2C1)Br)CCCCOP(O)(O)=O